7-bromo-6-chloro-3-(3-hydroxypropyl)-1H-indole-2-carboxylic acid methyl ester COC(=O)C=1NC2=C(C(=CC=C2C1CCCO)Cl)Br